C(C1=CC=CC=C1)(=O)OC1=C(OC([C@@]1(C)F)=C=O)OC(C1=C(C(=CC=C1)C[2H])C[2H])=O (2R,3R,4R)-3-benzoyloxy-4-fluoro-4-methyl-5-carbonylfuran-2-yl-2,3-dideuteromethyl-benzoate